C(C)OC=1C=C2SC=3C=CC(=CC3N(C2=CC1)CC(C)C)C(=O)NCC1=CC=C(C=C1)S(=O)(=O)CC 7-Ethoxy-N-(4-(ethylsulfonyl)benzyl)-10-isobutyl-phenothiazine-2-carboxamide